COC1=C(C=C(C=C1)C)C(C(=O)OC)=O methyl 2-(2-methoxy-5-methyl-phenyl)-2-oxo-acetate